N'-(oxybis(4,1-phenylene))bis(2-(hydroxyimino)acetamide) O(C1=CC=C(C=C1)C(C(=O)N)=NO)C1=CC=C(C=C1)C(C(=O)N)=NO